CC=1C(=NC=CC1)C=1C=NN(C1)[C@@H]1C[C@H](C1)C=CC#N 3-(trans-3-(4-(3-methylpyridin-2-yl)-1H-pyrazol-1-yl)cyclobutyl)acrylonitrile